3-((4-butoxyphenyl)sulfonyl)-6-(methylthio)-4-(4-(tetrahydro-2H-thiopyran-4-yl)-1,4-diazepan-1-yl)quinoline C(CCC)OC1=CC=C(C=C1)S(=O)(=O)C=1C=NC2=CC=C(C=C2C1N1CCN(CCC1)C1CCSCC1)SC